3-bromo-2-methoxy-6-(pyridin-3-yloxy)pyridine BrC=1C(=NC(=CC1)OC=1C=NC=CC1)OC